C(C)(C)OC=1C(=CC=2C(N1)=NN(C2)C21COC(C2)(C1)C)C(=O)NC=1C(N(C=CC1)[C@H]1[C@@H](C1)C)=O trans-6-isopropoxy-2-(1-methyl-2-oxabicyclo[2.1.1]hex-4-yl)-N-(1-(2-methylcyclopropyl)-2-oxo-1,2-dihydropyridin-3-yl)-2H-pyrazolo[3,4-b]pyridine-5-carboxamide